7-hydroxy-8-methoxy-2-(4-(pyrrolidin-1-ylmethyl)phenyl)-4H-chromen-4-one hydrochloride Cl.OC1=CC=C2C(C=C(OC2=C1OC)C1=CC=C(C=C1)CN1CCCC1)=O